(E)-2-(3-(2-cyano-2-(5,6-dichloro-1H-benzo[d]imidazol-2-yl)vinyl)-2,5-dimethyl-1H-pyrrol-1-yl)-4,5-dimethylfuran-3-carbonitrile C(#N)\C(=C/C1=C(N(C(=C1)C)C=1OC(=C(C1C#N)C)C)C)\C1=NC2=C(N1)C=C(C(=C2)Cl)Cl